(S)-N-cyclopropyl-2-fluoro-5-(6-((1-hydroxypropan-2-yl)(methyl)amino)-5-(1-methyl-1H-pyrazol-4-yl)pyridin-3-yl)-4-methylbenzamide C1(CC1)NC(C1=C(C=C(C(=C1)C=1C=NC(=C(C1)C=1C=NN(C1)C)N(C)[C@H](CO)C)C)F)=O